N-(3-(5-(2-chloro-4-methoxyphenyl)-1H-pyrrolo[2,3-b]pyridine-3-carbonyl)-2,6-difluorophenyl)butane-1-sulfonamide ClC1=C(C=CC(=C1)OC)C=1C=C2C(=NC1)NC=C2C(=O)C=2C(=C(C(=CC2)F)NS(=O)(=O)CCCC)F